(3S)-5-[(E)-9-[tert-butoxycarbonyl(methyl)amino]non-1-enyl]-2-oxo-spiro[1H-pyrrolo[2,3-b]pyridine-3,6'-5,7-dihydrocyclopenta[b]pyridine]-3'-carboxylic acid C(C)(C)(C)OC(=O)N(CCCCCCC/C=C/C=1C=C2C(=NC1)NC([C@]21CC=2C(=NC=C(C2)C(=O)O)C1)=O)C